1-(4-(Benzyloxy)phenyl)-4-(((tetrahydro-2H-pyran-2-yl)oxy)methyl)piperidine C(C1=CC=CC=C1)OC1=CC=C(C=C1)N1CCC(CC1)COC1OCCCC1